FC=1C=C(C(=NC1)C)[C@@H]1N(CCC1)C1=NC=2N(C=C1)N=CC2C(=O)N[C@@H]2CC[C@@H](CC2)O 5-((R)-2-(5-fluoro-2-methylpyridin-3-yl)pyrrolidin-1-yl)-N-((cis)-4-hydroxycyclohexyl)pyrazolo[1,5-a]pyrimidine-3-carboxamide